N-((2-(6-((1R,5S,8r)-8-hydroxy-3-azabicyclo[3.2.1]octan-3-yl)pyridin-2-yl)-1,6-naphthyridin-7-yl)methyl)-4-methyl-3-(methylsulfonyl)benzamide OC1[C@H]2CN(C[C@@H]1CC2)C2=CC=CC(=N2)C2=NC1=CC(=NC=C1C=C2)CNC(C2=CC(=C(C=C2)C)S(=O)(=O)C)=O